(5-amino-2-methyl-6-morpholino-2,3-dihydrofuro[2,3-b]pyridin-2-yl)methanol NC=1C=C2C(=NC1N1CCOCC1)OC(C2)(C)CO